L-Glutaminamide N[C@@H](CCC(N)=O)C(=O)N